Cl.ClC1=C(C(=O)OC)C=CC(=C1)OC1=CC=C(C=C1)C(NC1=CC=C(C=C1)[C@@H]1CNCCO1)=O |r| (RS)-Methyl 2-chloro-4-(4-(4-(morpholin-2-yl)phenylcarbamoyl)phenoxy)benzoate hydrochloride